1-(4-{[3-(3-cyano-4-fluorophenyl)-1-{[2-(trimethylsilyl)ethoxy]methyl}-1H-pyrrolo[2,3-b]pyridin-4-yl]oxy}-3,5-difluorophenyl)-3-[(3-methyloxetan-3-yl)methyl]urea C(#N)C=1C=C(C=CC1F)C1=CN(C2=NC=CC(=C21)OC2=C(C=C(C=C2F)NC(=O)NCC2(COC2)C)F)COCC[Si](C)(C)C